ethyl 1-[(6-{3-azabicyclo[3.1.0]hexan-3-yl}-2-bromopyridin-3-yl)methyl]-1H-1,2,3-triazole-4-carboxylate C12CN(CC2C1)C1=CC=C(C(=N1)Br)CN1N=NC(=C1)C(=O)OCC